[Sn].[Ni].[Cu].CC1=CC(=NC=C1C)C1=CC(=C(C=C1)C)C1=NC(=CC=C1)C 4,5-dimethyl-2-(4-methyl-3-(6-methylpyridin-2-yl)phenyl)pyridine copper-nickel-tin